FC(C(=O)O)(F)F.C1NCC12CC(C2)C2=CC(=C(C=C2)N2C(NC(CC2)=O)=O)F 1-[4-(2-azaspiro[3.3]heptan-6-yl)-2-fluoro-phenyl]hexahydropyrimidine-2,4-dione trifluoroacetate salt